ClC1=C(C=CC(=C1)Cl)C1=NC(=NC=C1C=1NC=C(N1)C)NCCNC1=CC=C(C=N1)C#N 6-[2-[[4-(2,4-dichlorophenyl)-5-(4-methyl-1H-imidazol-2-yl)pyrimidin-2-yl]amino]ethylamino]pyridine-3-carbonitrile